N1=CC=C2N1CCCN2C=2C=NC=1CCN(CC1C2)C=2C(=CC=1N(N2)C(=C(N1)C)C(=O)OCC)C ethyl 6-(3-(6,7-dihydropyrazolo[1,5-a]pyrimidin-4(5H)-yl)-7,8-dihydro-1,6-naphthyridin-6(5H)-yl)-2,7-dimethylimidazo[1,2-b]pyridazine-3-carboxylate